FC=1C=2N(C=C(C1)C1=CNC=3N=C(N=CC31)N[C@H](C(F)(F)F)C)C(=CN2)CO (S)-(8-fluoro-6-(2-((1,1,1-trifluoropropan-2-yl)amino)-7H-pyrrolo[2,3-d]pyrimidin-5-yl)imidazo[1,2-a]pyridin-3-yl)methanol